S1C(=CC2=C1C=CC=C2)NC(=O)C2CCCCCCC2 N-(1-Benzothiophen-2-yl)cyclooctancarboxamid